(E)-2-(2-cyclopropyl-4-(trifluoromethyl)phenyl)-6-fluoro-3,4-dihydronaphthalen-1(2H)-one oxime C1(CC1)C1=C(C=CC(=C1)C(F)(F)F)C1\C(\C2=CC=C(C=C2CC1)F)=N/O